ClC=1C=C(C=CC1N1C=NC(=C1)C1=NC(=NC=C1C(F)(F)F)NC1CCN(CC1)S(=O)(=O)C)N1C(N(CC1)C)=O 1-(3-Chloro-4-(4-(2-((1-(methylsulfonyl)piperidin-4-yl)amino)-5-(trifluoromethyl)pyrimidin-4-yl)-1H-imidazol-1-yl)phenyl)-3-methylimidazolidin-2-one